tert-butyl 6-[3-methoxycarbonyl-4-(trifluoromethoxy) benzylidene]-2-azaspiro[3.3]heptane-2-carboxylate COC(=O)C=1C=C(C=C2CC3(CN(C3)C(=O)OC(C)(C)C)C2)C=CC1OC(F)(F)F